6-[4-[Acetyl(isobutyl)amino]-3-chloro-phenyl]-N-(3-pyridylmethyl)pyridine C(C)(=O)N(C1=C(C=C(C=C1)C1=CC=CCN1CC=1C=NC=CC1)Cl)CC(C)C